N=1N(N=C2C1C=CC=C2)C2=C(C=CC(=C2)C)O 2H-benzotriazole-2-yl-(4-methylphenol)